tert-Butyl 5-hydroxypentanoate OCCCCC(=O)OC(C)(C)C